O1C(=CC=C1)C1=CC(=C(CCNCC2=C(C=CC=C2)O)C=C1OC)OC 2-(((4-(furan-2-yl)-2,5-dimethoxyphenethyl)amino)methyl)phenol